FC1=C(C=C(C=C1)CNC(=O)N1CCC2(N(C3=CC=C(C=C3C(C2)=O)F)C)CC1)NCCC(=O)OCC Ethyl 3-((2-fluoro-5-((6'-fluoro-1'-methyl-4'-oxo-3',4'-dihydro-1'H-spiro[piperidine-4,2'-quinoline]-1-carboxamido)methyl)phenyl)amino)propanoate